2-(1-benzylpiperidin-4-yl)-4-(4-phenylpiperazin-1-yl)pyridazin-3(2H)-one hydrochloride Cl.C(C1=CC=CC=C1)N1CCC(CC1)N1N=CC=C(C1=O)N1CCN(CC1)C1=CC=CC=C1